benzyl (1r,5s,6r)-6-((acetylthio) methyl)-3-azabicyclo[3.1.0]hexane-3-carboxylate C(C)(=O)SCC1[C@H]2CN(C[C@@H]12)C(=O)OCC1=CC=CC=C1